BrC=1C=CC=C2C(CSCC12)O 8-bromo-4-hydroxyisothiochroman